O=CCC=1C=C(C=C(C#N)C1)C#N 5-(2-oxoethyl)isophthalonitrile